COC(CCC1=CC(=CC(=C1)F)F)OC 1-(3,3-dimethoxypropyl)-3,5-difluorobenzene